O(C(=O)C)C1C=CCC1 3-acetoxyl-1-cyclopentene